ClC1=C(C(=CC=C1)Cl)N1C=2N(C3=C(C1=O)C=NC(=N3)NC=3C=C1CCNCC1=CC3)C=CN2 6-(2,6-dichlorophenyl)-2-(1,2,3,4-tetrahydroisoquinolin-6-ylamino)imidazo[1,2-a]pyrimido[5,4-e]pyrimidin-5(6H)-one